C(C)(C)N1N=CC(=C1)C=1C=C2C=C(N=CC2=CC1)NC(C1=CC(=CC=C1)OC1CCNCC1)=O N-(6-(1-Isopropyl-1H-pyrazol-4-yl)isoquinolin-3-yl)-3-(piperidin-4-yloxy)Benzamide